N[C@@H]1C[C@H](CC1)NC1=CC=C(C=N1)N1CC=CC2=CC=CC=C12 1-(6-(((1S,3S)-3-aminocyclopentyl)amino)pyridin-3-yl)quinolin